BrC=1N=CC(=NC1)NC(C(CCC)C=1C=NC(=C(C1)C#N)Cl)=O 2-(6-Chloro-5-cyano-pyridin-3-yl)-pentanoic acid (5-bromo-pyrazin-2-yl)-amide